2-[4-(oxan-4-yl)phenyl]ethyl (2S)-4-fluoro-4-methyl-2-(methylamino)pentanoate FC(C[C@@H](C(=O)OCCC1=CC=C(C=C1)C1CCOCC1)NC)(C)C